CC1=CC(=NC(=C1)C)C1=C(NC=C1C1=C(C(=CC=C1)OC)C)C(=O)OCC ethyl 3-(4,6-dimethylpyridin-2-yl)-4-(3-methoxy-2-methylphenyl)-1H-pyrrole-2-carboxylate